C([C@@]1(C)C(C)(C)[C@@H](C(=O)O)CC1)(=O)O.N1C[C@@H](CCC1)C1=CC=C(C=C1)N1N=C2C(=CC=CC2=C1)C(=O)N 2-{4-[(3S)-piperidin-3-yl]phenyl}-2H-indazole-7-carboxamide (1R,3S)-(+)-camphorate